C(C1=CC=CC=C1)OC(=O)N1C[C@@H](NCC1)C.C(C)(C)(C)OC(=O)N1CCC(CC1)CN1[C@H](CN(CC1)C(=O)OCC1=CC=CC=C1)C benzyl (S)-4-((1-(tert-butoxycarbonyl)piperidin-4-yl)methyl)-3-methylpiperazine-1-carboxylate Benzyl-(S)-3-methylpiperazine-1-carboxylate